C(CCCCCCCCC(=O)OC1CC(N(C(C1)(C)C)C)(C)C)(=O)OC Methyl 1,2,2,6,6-pentamethyl-4-piperidyl sebacat